FC1=C(C(=O)OC)C(=CC(=C1)C=O)F methyl 2,6-difluoro-4-formylbenzoate